COC(C1=CC=C(C=C1)C(C)N)=O 4-(1-aminoethyl)benzoic acid methyl ester